C(C)(C)(C)OC(=O)N1CC=2N(CC1)C(=NN2)Br 3-bromo-5,6-dihydro-[1,2,4]triazolo[4,3-a]pyrazine-7(8H)-carboxylic acid tert-butyl ester